2-(2-(6-((cis)-2,6-dimethylmorpholino)pyridin-2-yl)-1,6-naphthyridin-7-yl)acetic acid C[C@@H]1O[C@@H](CN(C1)C1=CC=CC(=N1)C1=NC2=CC(=NC=C2C=C1)CC(=O)O)C